1-(4-(4-amino-1-(1-methylazetidin-3-yl)-1H-pyrazolo[3,4-d]pyrimidin-3-yl)-2-fluorophenyl)-3-(3-(1-(trifluoromethyl)cyclopropyl)isoxazol-5-yl)urea NC1=C2C(=NC=N1)N(N=C2C2=CC(=C(C=C2)NC(=O)NC2=CC(=NO2)C2(CC2)C(F)(F)F)F)C2CN(C2)C